(R)-Pyrrolidin-2-ylmethyl (7-fluoro-6-(8-methyl-2,3-dihydro-1H-pyrido[2,3-b][1,4]oxazin-7-yl)isoquinolin-3-yl)carbamate FC1=C(C=C2C=C(N=CC2=C1)NC(OC[C@@H]1NCCC1)=O)C1=C(C2=C(OCCN2)N=C1)C